COC1C[N+](CC(C1)OC)(C)C 3,5-dimethoxy-1,1-dimethyl-piperidinium